ClC=1C=CC(=C(C1)C1=CC(N(C=C1OC)C(C(=O)O)CC1CCC1)=O)N1N=NC(=C1)Cl 2-{4-[5-chloro-2-(4-chloro-1H-1,2,3-triazol-1-yl)phenyl]-5-methoxy-2-oxopyridin-1(2H)-yl}-3-cyclobutyl-propionic acid